(R)-5-(bicyclo[1.1.1]pentan-1-yl)-3-butyl-8-methoxy-2-methyl-7-phenyl-2,3,4,5-tetrahydrobenzo[f][1,2,5]thiadiazepine 1,1-dioxide C12(CC(C1)C2)N2C[C@H](N(S(C1=C2C=C(C(=C1)OC)C1=CC=CC=C1)(=O)=O)C)CCCC